ClC=1N=C(C2=C(N1)C=CS2)N2[C@@H](COCC2)C (R)-2-chloro-4-(3-methylmorpholinyl)thieno[3,2-d]pyrimidine